FC(C(C(=O)N1CC2(C1)CNC[C@H]2C(=O)O)(C)C)(F)F (S)-2-(3,3,3-trifluoro-2,2-dimethylpropanoyl)-2,6-diazaspiro[3.4]octane-8-carboxylic acid